[Ti].[Al].[F] fluorine aluminum titanium